7-(1-(2-fluoro-4-methylpyridin-3-yl)piperidin-4-yl)-3-methyl-5-((3-methylpyrazin-2-yl)methyl)pyrido[2,3-b]pyrazin-6(5H)-one FC1=NC=CC(=C1N1CCC(CC1)C1=CC=2C(=NC(=CN2)C)N(C1=O)CC1=NC=CN=C1C)C